methyl (S)-3-(8-chloro-6-(2-chlorophenyl)-1-((2-morpholinoethyl)thio)-4H-benzo[f][1,2,4]triazolo[4,3-a][1,4]diazepin-4-yl)propionate ClC=1C=CC2=C(C(=N[C@H](C=3N2C(=NN3)SCCN3CCOCC3)CCC(=O)OC)C3=C(C=CC=C3)Cl)C1